CC1=CC2=C(C3=CC=CC=C3C(=C2C=C1)C1=CC2=CC=CC=C2C=C1)C1=CC2=CC=CC=C2C=C1 2-methyl-9,10-di-2-naphthylanthracene